(1R,2R)-Z-aminocyclohexanol NC1(CCCCC1)O